(S)-1-((2S,5S)-1-(bis(4-fluorophenyl)methyl)-5-methyl-4-(2-methyl-1-(((S)-tetrahydrofuran-2-yl)methyl)-1H-[1,2,4]triazolo[3,4-b]purin-4-yl)piperazin-2-yl)ethan-1-ol FC1=CC=C(C=C1)C(N1[C@@H](CN([C@H](C1)C)C=1C=2N=C(N(C2N2C(N1)=NN=C2)C[C@H]2OCCC2)C)[C@H](C)O)C2=CC=C(C=C2)F